C[Si](CCOCN1CC2(C=3C1=NC=CC3)CC3OC3C2)(C)C 1'-((2-(trimethylsilyl)ethoxy)methyl)-6-oxaspiro[bicyclo[3.1.0]hexane-3,3'-pyrrolo[2,3-b]pyridine]